2-[(1,3-difluoropropan-2-yl)amino]-5-[5-(1-methyl-1H-1,3-benzodiazol-6-yl)-1,3,4-oxadiazol-2-yl]benzonitrile FCC(CF)NC1=C(C#N)C=C(C=C1)C=1OC(=NN1)C=1C=CC2=C(N(C=N2)C)C1